(±)-trans-1-acetyl-4-phenyl-N-[3-(pyridin-3-yl)phenyl]pyrrolidine-3-carboxamide C(C)(=O)N1C[C@H]([C@@H](C1)C1=CC=CC=C1)C(=O)NC1=CC(=CC=C1)C=1C=NC=CC1 |r|